C(=CCCCC)CC(=O)[O-] Hexenylacetate